Racemic-3-[8-(1,4-dioxaspiro[4.5]decan-8-yl)-2,3-dihydro-1,4-benzoxazin-4-yl]piperidine-2,6-dione O1CCOC12CCC(CC2)C2=CC=CC=1N(CCOC12)[C@H]1C(NC(CC1)=O)=O |r|